CC1([C@H]2[C@H](O)[C@H](O)[C@@H](CO)O2)C=NC(=O)NC1=O 5-methylpseudouridine